ClC1=C(N=C(C=2C(N3[C@H](COC21)CN(CC3)C(=O)OC(C)(C)C)=O)N3CC(OCC3)(C)C)C3=C(C=CC=C3O)F tert-butyl (6aS)-4-chloro-1-(2,2-dimethylmorpholino)-3-(2-fluoro-6-hydroxyphenyl)-12-oxo-6a,7,9,10-tetrahydro-12H-pyrazino[2,1-c]pyrido[3,4-f][1,4]oxazepine-8(6H)-carboxylate